4-methylaminopyridine hydrofluoric acid salt F.CNC1=CC=NC=C1